CNC(C1=NC(=C(C=C1)N1C=NC(=C1)C1=NC(=NC=C1C(F)(F)F)NC1CCN(CC1)S(=O)(=O)C)C)=O N,6-Dimethyl-5-(4-(2-((1-(methylsulfonyl)piperidin-4-yl)amino)-5-(trifluoromethyl)pyrimidin-4-yl)-1H-imidazol-1-yl)picolinamide